1-[[tert-butyl-(diphenyl)silyl]oxymethyl]-N-methoxy-N-methyl-cyclopropanecarboxamide C(C)(C)(C)[Si](OCC1(CC1)C(=O)N(C)OC)(C1=CC=CC=C1)C1=CC=CC=C1